CN(CCCCC(CCCCCCCCCCCCCC\C=C/CCCCCCCC(=O)[O-])(CCCCCCCCCCCCCC\C=C/CCCCCCCC(=O)[O-])O)C 7-(4-(dimethylamino) butyl)-7-hydroxytridec-1,13-diyldioleate